ClC1=NC=C(C(=C1I)N)I 2-chloro-3,5-diiodo-4-aminopyridine